(4-(4-(1-(3-(difluoromethyl)-2-fluorophenyl)ethylamino)cinnolin-6-yl)-5,6-dihydropyridin-1(2H)-yl)methanone FC(C=1C(=C(C=CC1)C(C)NC1=CN=NC2=CC=C(C=C12)C1=CCN(CC1)C=O)F)F